CC1=C(C(=CC=C1)C(F)(F)F)COC=1C=NC(=NC1)N1C=NC(=C1)CO [1-(5-{[2-methyl-6-(trifluoromethyl)phenyl]methoxy}pyrimidin-2-yl)imidazol-4-yl]methanol